FC1=C(C(=C(C=C1OC)OC)F)C1=CC2=C(N=C(N=C2)N[C@H]2[C@H](COC2)NC(C=C)=O)C(=N1)N1CC(C1)(C)O N-((3R,4S)-4-((6-(2,6-difluoro-3,5-dimethoxyphenyl)-8-(3-hydroxy-3-methylazetidin-1-yl)pyrido[3,4-d]pyrimidin-2-yl)amino)tetrahydrofuran-3-yl)acrylamide